(8Z)-8,10-undecadien-1-yl acetate C(C)(=O)OCCCCCCC\C=C/C=C